CC1=CC=CC=C1 methylbenzene